C(CC)N1C(=NN=C1)CN1C=NC2=C1C=C(C=C2)C(=O)O 1-((4-propyl-4H-1,2,4-triazol-3-yl)methyl)-1H-benzo[d]imidazole-6-carboxylic acid